2'-Deoxy-2-fluoroadenosine FC=1N=C(C=2N=CN([C@H]3C[C@H](O)[C@@H](CO)O3)C2N1)N